ClC=1C(=C(CN2[C@@H](C[C@@](CC2)(C(=O)O)CC2=C(C(=CC=C2F)NC2=NNC(=C2)C)F)C)C=CC1)F (2R,4R)-1-(3-chloro-2-fluorobenzyl)-4-(2,6-difluoro-3-((5-methyl-1H-pyrazol-3-yl)amino)-benzyl)-2-methylpiperidine-4-carboxylic acid